C[C@@H]1C=2N(CCN1)C(=NN2)C=2SC=1N=CN=CC1N2 (R)-2-(8-methyl-5,6,7,8-tetrahydro-[1,2,4]triazolo[4,3-a]pyrazin-3-yl)Thiazolo[5,4-d]pyrimidine